C1(CC1)C(CC=1OC(=CN1)C=1C=CC(=NC1C1=CC=2N(C=C1)C=C(N2)C)C#N)F 5-(2-(2-Cyclopropyl-2-fluoroethyl)oxazol-5-yl)-6-(2-methylimidazo[1,2-a]pyridin-7-yl)picolinonitril